4-fluoro-1-[2-(1-methyl-1H-pyrazol-3-yl)acetyl]-N-{phenyl[4-(propan-2-yl)phenyl]methyl}pyrrolidine-2-carboxamide FC1CC(N(C1)C(CC1=NN(C=C1)C)=O)C(=O)NC(C1=CC=C(C=C1)C(C)C)C1=CC=CC=C1